C1(C(CCCC1)C(=O)Cl)(C(=O)Cl)C(=O)Cl cyclohexanetricarboxylic acid chloride